C(C)(C)(C)C=1C=C(C=C(C1O)C(C)(C)C)C1=NC2=CC(=CC(=C2C(N1)=O)OC)OC 2-(3,5-di-tert-butyl-4-hydroxyphenyl)-5,7-dimethoxyquinazolin-4(3H)-one